FC=1C=NC=CC1N1[C@H]2CN(C[C@@H]1CC2)C(CCNC(OC(C)(C)C)=O)=O tert-butyl (3-((1R,5S)-8-(3-fluoropyridin-4-yl)-3,8-diazabicyclo[3.2.1]octan-3-yl)-3-oxopropyl)carbamate